2-prop-2-enoyloxyethyl 4-(dimethylamino)benzoate CN(C1=CC=C(C(=O)OCCOC(C=C)=O)C=C1)C